1,6-dimethyl-4-(1-(quinolin-4-ylmethyl)piperidin-4-yl)-1,4-dihydropyrido[2,3-b]pyrazine-2,3-dione CN1C2=C(N(C(C1=O)=O)C1CCN(CC1)CC1=CC=NC3=CC=CC=C13)N=C(C=C2)C